N-methyl-propane-2-sulfonamide CNS(=O)(=O)C(C)C